C(C)C(=N)N ethyl-formamidine